1-ethyl-cyclopropan-1-amine C(C)C1(CC1)N